2-(4-chloro-1-isopropyl-1H-pyrazol-5-yl)-4-(1-(4-(1-ethyl-4-(trifluoromethyl)-1H-imidazol-2-yl)phenyl)ethyl)-6,7-dihydro-[1,2,4]triazolo[1,5-a]pyrimidin-5(4H)-one ClC=1C=NN(C1C1=NN2C(N(C(CC2)=O)C(C)C2=CC=C(C=C2)C=2N(C=C(N2)C(F)(F)F)CC)=N1)C(C)C